FC=1C=C2CN(CC2=CC1)C(CNC12CC3(C[C@@H](C[C@H](C1)C3)C2)NS(=O)(=O)C2=CC=C(C=C2)C2=CC=CC=C2)=O N-((1s,3r,5R,7S)-3-((2-(5-fluoroisoindolin-2-yl)-2-oxoethyl)amino)adamantan-1-yl)-[1,1'-biphenyl]-4-sulfonamide